tri(dibenzyl-acetone) dipalladium [Pd].[Pd].C(C1=CC=CC=C1)C(C(C)=O)CC1=CC=CC=C1.C(C1=CC=CC=C1)C(C(C)=O)CC1=CC=CC=C1.C(C1=CC=CC=C1)C(C(C)=O)CC1=CC=CC=C1